CC1=C(C=2N(C=C1C1=C(C3=C(N1)SC(=C3C)C3CCC1(CNCCO1)CC3)C(C)C)N=CN2)C 9-(5-(7,8-dimethyl-[1,2,4]triazolo[1,5-a]pyridin-6-yl)-4-isopropyl-3-methyl-6H-thieno[2,3-b]pyrrol-2-yl)-1-oxa-4-azaspiro[5.5]undecane